(R)-N-(5-(5-ethyl-1,2,4-oxadiazol-3-yl)-2,3-dihydro-1H-inden-1-yl)-3-(hydroxymethyl)benzamide C(C)C1=NC(=NO1)C=1C=C2CC[C@H](C2=CC1)NC(C1=CC(=CC=C1)CO)=O